(R)-N-(amino(5-(2-hydroxypropan-2-yl)-1-phenyl-1H-pyrazol-3-yl)(oxo)-λ6-sulfaneylidene)-2-(4-(2-cyclohexylethyl)-2,6-diisopropylphenyl)acetamide N[S@](=NC(CC1=C(C=C(C=C1C(C)C)CCC1CCCCC1)C(C)C)=O)(=O)C1=NN(C(=C1)C(C)(C)O)C1=CC=CC=C1